4-Carbamoyl-4-(3-chlorophenyl)piperidine-1-carboxylic acid tert-butyl ester C(C)(C)(C)OC(=O)N1CCC(CC1)(C1=CC(=CC=C1)Cl)C(N)=O